O=C1N(CCC(N1)=O)C1=CC=C(CN(C2CCN(CC2)C2=CC=C(C(=O)NC3=CC(=C(C=C3)C)NC3=NC=CC(=N3)C=3C=NC=CC3)C=C2)C)C=C1 4-(4-((4-(2,4-dioxotetrahydropyrimidin-1(2H)-yl)benzyl)(methyl)amino)piperidin-1-yl)-N-(4-methyl-3-((4-(pyridin-3-yl)pyrimidin-2-yl)amino)phenyl)benzamide